C1(CC1)C1=C(C=C2CN(CC2=C1)C)NC1=NC=C(C(=N1)C=1SC=C(C1)S(=O)(=O)C)C(F)(F)F 6-cyclopropyl-2-methyl-N-(4-(4-(methylsulfonyl)thiophen-2-yl)-5-(trifluoromethyl)pyrimidin-2-yl)isoindolin-5-amine